C12C(CC(CC1)O2)CN 1-(7-oxabicyclo[2.2.1]hept-2-yl)methylamine